ClC=1C=CC=C2C(=CNC12)CCN1CCC(CC1)(COC)N(C(CCCC)=O)C1=CC=CC=C1 N-(1-(2-(7-chloro-1H-indol-3-yl)ethyl)-4-(methoxymethyl)piperidin-4-yl)-N-phenylpentanamide